2-(1-(2-(2,6-dioxopiperidin-3-yl)-6-Fluoro-1,3-dioxoisoindolin-5-yl)piperidin-4-yl)ethylmethanesulfonate O=C1NC(CCC1N1C(C2=CC(=C(C=C2C1=O)N1CCC(CC1)CCCS(=O)(=O)[O-])F)=O)=O